2-benzyl-6-bromo-1H-benzo[d]imidazole-4-carboxylic acid methyl ester COC(=O)C1=CC(=CC=2NC(=NC21)CC2=CC=CC=C2)Br